methyl (3S)-3-hydroxycyclohexane-1-carboxylate O[C@@H]1CC(CCC1)C(=O)OC